methyl-1H-benzimidazole-6-carboxamide CN1C=NC2=C1C=C(C=C2)C(=O)N